molybdenum chloride oxide [Mo](Cl)(Cl)(Cl)(Cl)=O